ClC1=NC(=CC(=C1)NC(=O)C1=CC2=C(S1)C=CC(=C2)C(C)(C)S(=O)(=O)C)OC=2C=NN(C2)C N-(2-Chloro-6-((1-methyl-1H-pyrazol-4-yl)oxy)pyridin-4-yl)-5-(2-(methylsulfonyl)propan-2-yl)benzo[b]thiophen-2-carboxamid